dimethanol carbonate C(O)(O)=O.CO.CO